OC1=C(C(=CC(=C1C(C)NC(=O)N1CCC1)CCCCC)O)C1CCCC(=C1)C N-(1-(2,6-dihydroxy-5'-methyl-4-pentyl-1',2',3',4'-tetrahydro-[1,1'-biphenyl]-3-yl)ethyl)azetidine-1-carboxamide